6-chloro-3-[S-(3-cyclopropyl-2-fluorophenyl)sulfonimidoyl]-N-[2-(2,4-dimethylphenyl)-2,2-difluoro-ethyl]-5-methylpyridazine-4-carboxamide ClC1=C(C(=C(N=N1)S(=O)(=N)C1=C(C(=CC=C1)C1CC1)F)C(=O)NCC(F)(F)C1=C(C=C(C=C1)C)C)C